FC1=C(C=CC=C1)[C@H]1NCCC1 (2S)-2-(2-fluorophenyl)pyrrolidine